(2S,4R)-1-[(2S)-2-[4-(5-cyano-3-pyridyl)triazol-1-yl]-3,3-dimethyl-butanoyl]-4-hydroxy-N-methyl-pyrrolidine-2-carboxamide C(#N)C=1C=C(C=NC1)C=1N=NN(C1)[C@H](C(=O)N1[C@@H](C[C@H](C1)O)C(=O)NC)C(C)(C)C